N-cyclooctyl-1-(4-fluorophenyl)-5-(4-isopropylphenyl)-1H-1,2,4-triazole-3-carboxamide C1(CCCCCCC1)NC(=O)C1=NN(C(=N1)C1=CC=C(C=C1)C(C)C)C1=CC=C(C=C1)F